4-[5-[[4-methyl-6-(methylamino)pyrimidin-2-yl]amino]-2,3-dihydrobenzofuran-7-yl]-1,4-diazacycloheptane-1-carboxylic acid tert-butyl ester C(C)(C)(C)OC(=O)N1CCN(CCC1)C1=CC(=CC=2CCOC21)NC2=NC(=CC(=N2)C)NC